methyl 7-vinyl-[1,2,4]triazolo[1,5-a]pyridine-5-carboxylate C(=C)C1=CC=2N(C(=C1)C(=O)OC)N=CN2